ClC=1C=CC(=C(C1)C1CC=2N(C(NC2CC=O)=S)C1)F 2-(6-(5-chloro-2-fluorophenyl)-3-thioxo-3,5,6,7-tetrahydro-2H-pyrrolo[1,2-c]imidazol-1-yl)ethanone